COC(C(C)OC)N 1,2-dimethoxypropaneamine